O=C1N(C(SC1=CC1=CC=C(C=C1)C1=CC=C(C=C1)C(F)(F)F)=S)C(C(=O)O)C1CCCCC1 2-(4-oxo-2-thioxo-5-((4'-(trifluoromethyl)-[1,1'-biphenyl]-4-yl)methylene)thiazolidin-3-yl)-2-cyclohexylacetic acid